2,5-dimethoxydiethylaniline COC1=C(N(CC)CC)C=C(C=C1)OC